BrC1=C(C=CC=C1F)C\C=N\[S@](=O)C(C)(C)C (R,E)-N-(2-(2-bromo-3-fluorophenyl)ethylidene)-2-methylpropane-2-sulfinamide